ClC1=C(C=C(C(=C1Cl)F)NC(C1=C(C=C(C=C1C)OCCC1=CC=CC=C1)C)=O)CC(=O)O (2,3-dichloro-5-{[2,6-dimethyl-4-(2-phenylethoxy)benzoyl]amino}-4-fluorophenyl)acetic acid